(3-fluoro-4,5,6,7-tetrahydrobenzothiophen-6-yl)carbamate FC1=CSC2=C1CCC(C2)NC([O-])=O